1-[(2S,4S)-2-[(6-chloropyrazolo[3,4-d]pyrimidin-1-yl)methyl]-4-(trifluoromethyl)pyrrolidin-1-yl]ethanone ClC1=NC=C2C(=N1)N(N=C2)C[C@H]2N(C[C@H](C2)C(F)(F)F)C(C)=O